8-((4-methoxybenzyl)(methyl)amino)imidazo[1,2-b]Pyridazine-3-carboxylic acid COC1=CC=C(CN(C=2C=3N(N=CC2)C(=CN3)C(=O)O)C)C=C1